4-hydroxy-3-methoxyphenylboronate OC1=C(C=C(C=C1)B([O-])[O-])OC